CN1C(=NC2=NC=C(C(=C21)C#N)OC=2C=NN1C2C=C(C=C1)N1CCOCC1)NC=1C(N(C=C(C1)C(F)(F)F)C)=O 1-methyl-2-((1-methyl-2-oxo-5-(trifluoromethyl)-1,2-dihydropyridin-3-yl)amino)-6-((5-morpholinopyrazolo[1,5-a]pyridin-3-yl)oxy)-1H-imidazo[4,5-b]pyridine-7-carbonitrile